Cyano-2-methoxy-N-(4-phenylbutyl)-1H-benzo[d]imidazole-1-carboxamide C(#N)C1=CC=CC=2N(C(=NC21)OC)C(=O)NCCCCC2=CC=CC=C2